γ-chloroPropyltrimethoxysilane tert-butyl-(E)-9-(2-(3-(hydroxyamino)-3-oxoprop-1-en-1-yl)phenyl)-1,9-diazaspiro[5.5]undecane-1-carboxylate C(C)(C)(C)OC(=O)N1CCCCC12CCN(CC2)C2=C(C=CC=C2)\C=C\C(=O)NO.ClCCC[Si](OC)(OC)OC